C1=CC=C(C=C1)C2C3=C(C(=C(N3C4=CC=CC=C4)/C=C\5/C=CC(=N5)/C=C\6/C=C/C(=C/C7=NC2(C(=C7)C8=CC=CC=C8)F)/N6)F)C9=CC=CC=C9 2,6-difluorotetraphenylporphyrin